((1R,3R)-3-(hydroxymethyl)cyclobutyl)methanol OCC1CC(C1)CO